4-fluoro-6-(1-(1-isobutylazepan-4-yl)piperidin-4-yl)-1-methyl-2-(4-(methylsulfonyl)phenyl)-1H-benzo[d]imidazole FC1=CC(=CC=2N(C(=NC21)C2=CC=C(C=C2)S(=O)(=O)C)C)C2CCN(CC2)C2CCN(CCC2)CC(C)C